C(=O)O.FC(OC1=CC=C(C=C1)C1=CN=C2N1C=CN=C2NC2=CC(=C(C=C2)C(=O)N2CCN(CC2)C(=O)N2CCN(CC2)C)C)F [4-[[3-[4-(difluoromethoxy)phenyl]imidazo[1,2-a]pyrazin-8-yl]amino]-2-methyl-phenyl]-[4-(4-methylpiperazine-1-carbonyl)piperazin-1-yl]methanone formate